bromoacetaldehyde n-butyl 5,5-dimethyl-2-cyclopentenyl acetal CC1(CC=CC1OC(CBr)OCCCC)C